((S)-3-(hydroxymethyl)piperidin-1-yl)pyrido[4,3-d]pyrimidin OC[C@@H]1CN(CCC1)C=1N=CC2=C(N1)C=CN=C2